CNC1C(CCCC1)C N-Methyl-2-methylcyclohexylamine